3,5-di-(3,5-di-tert-butyl-4-hydroxybenzyl)mesitol C(C)(C)(C)C=1C=C(CC2(C(C(=CC(C2)(C)CC2=CC(=C(C(=C2)C(C)(C)C)O)C(C)(C)C)C)O)C)C=C(C1O)C(C)(C)C